O=C(CC(=O)O)NC1=NNC2=CC=CC(=C12)C1=CC=C(C=C1)C=1CCCCC1 3-oxo-3-((4-(2',3',4',5'-tetrahydro-[1,1'-biphenyl]-4-yl)-1H-indazol-3-yl)amino)propanoic acid